2-(2-iodophenyl)acetic acid IC1=C(C=CC=C1)CC(=O)O